BrC=1C(=NC(=NC1)Cl)NC1=C(C=C(C=C1)C1=C(C=CC=C1)F)P(C)(C)=O (4-((5-bromo-2-chloropyrimidin-4-yl)amino)-2'-fluoro-[1,1'-biphenyl]-3-yl)dimethylphosphine oxide